COC=1C(=C2C=CN(C2=C(C1)C)C(=O)OC(C)(C)C)CN1[C@@H](CN(CC1)C=1N=NC=CC1)C1=CC=C(C=C1)C(=O)OC tert-butyl (R)-5-methoxy-4-((2-(4-(methoxycarbonyl)phenyl)-4-(pyridazin-3-yl)piperazin-1-yl)methyl)-7-methyl-1H-indole-1-carboxylate